CN(C(=O)C1N(CCN(C1)C(=O)OCC1=CC=CC=C1)C(=O)OCC1=CC=CC=C1)C dibenzyl 2-(dimethylcarbamoyl)piperazine-1,4-dicarboxylate